(R)-1-(4-((4-amino-7-(1-hydroxypropan-2-yl)-5-(4-phenoxyphenyl)-7H-pyrrolo[2,3-d]pyrimidin-6-yl)ethynyl)piperidin-1-yl)prop-2-en-1-one NC=1C2=C(N=CN1)N(C(=C2C2=CC=C(C=C2)OC2=CC=CC=C2)C#CC2CCN(CC2)C(C=C)=O)[C@@H](CO)C